di-n-butyl sebacate di-n-octyl-sebacate C(CCCCCCC)OC(CCCCCCCCC(=O)OCCCCCCCC)=O.C(CCCCCCCCC(=O)OCCCC)(=O)OCCCC